N1(CCC1)C=1C=C(C=CC1)N1C(=C2C(N(N=CC2=C1C)C=1SC=CN1)=O)C 6-(3-(Azetidin-1-yl)phenyl)-5,7-dimethyl-2-(thiazol-2-yl)-2,6-dihydro-1H-pyrrolo[3,4-d]pyridazin-1-one